aluminum antimonous oxide [Sb+]=O.[Al+3]